OC1=C(C=CC(=C1)C)C(C)=O 1-(2-hydroxy-4-methylphenyl)ethanone